ClC=1C=C(C=CC1C)N1CC(CC1=O)C(=O)O 1-(3-chloro-4-methylphenyl)-5-oxopyrrolidine-3-carboxylic acid